CCCCCCCCC(CCCCCCCC)OC(CCCCCCCN(CC(CN(CCCCCCCC(=O)OC(CCCCCCCC)CCCCCCCC)CCCCCC(OCCCCCCCCCCC)=O)O)CCCCCC(OCCCCCCCCCCC)=O)=O heptadecan-9-yl 8-[(3-{[8-(heptadecan-9-yloxy)-8-oxooctyl][6-oxo-6-(undec-yloxy)hexyl]-amino}-2-hydroxyprop-yl)[6-oxo-6-(undecyloxy)-hexyl]amino]-octanoate